(6S)-4-(4-chlorophenyl)-N-[6-(1H-pyrrolo[3,2-c]pyridine-2-carboxamido)hexyl]-2,3,9-trimethyl-6H-thieno[3,2-f][1,2,4]triazolo[4,3-a][1,4]diazepine-6-acetamide ClC1=CC=C(C=C1)C1=N[C@H](C=2N(C3=C1C(=C(S3)C)C)C(=NN2)C)CC(=O)NCCCCCCNC(=O)C2=CC=3C=NC=CC3N2